chlorotritylphosphine rhodium [Rh].ClPC(C1=CC=CC=C1)(C1=CC=CC=C1)C1=CC=CC=C1